N(N)C(=O)C=1C=CC(=C(C1)NC(=O)C1=CN=CN1C)C N-[5-(hydrazinocarbonyl)-2-methylphenyl]-1-methyl-1H-imidazole-5-carboxamide